(7R,8R)-8-Hydroxy-7-((R)-5H-imidazo[5,1-a]isoindol-5-yl)-5,6,7,8-tetrahydronaphthalen-2-carboxamid O[C@@H]1[C@H](CCC=2C=CC(=CC12)C(=O)N)[C@H]1N2C(C3=CC=CC=C13)=CN=C2